bromo-[1,1':3',1''-terphenyl]-4,4''-dicarboxaldehyde BrC1=C(C=CC(=C1)C=O)C1=CC(=CC=C1)C1=CC=C(C=C1)C=O